6-(3-Bromo-4-(pyrrolidin-1-yl)phenyl)-4-oxo-1-(2-(pyrrolidin-1-yl)benzo[d]oxazol-6-yl)-1,4-dihydropyridine-3-carboxylic acid BrC=1C=C(C=CC1N1CCCC1)C1=CC(C(=CN1C1=CC2=C(N=C(O2)N2CCCC2)C=C1)C(=O)O)=O